C1(=CC=CC=C1)C1(C=C(C2=C(O1)C=1C=CC=CC1C1=C2C(C2=C3C(=CC=C21)OC2=C3C=CC=C2)(O)C(=O)OCC)C)C2=CC=C(C=C2)OC 3-phenyl-3-(4-methoxyphenyl)-16-(ethoxycarbonyl)-methyl-16-hydroxy-3,16-dihydrobenzofuro[2'',3'':6',7']indeno[3',2':4,3]naphtho[1,2-b]pyran